FC=1C=C(C=CC1[Si](C)(C)C)NC([C@@H](C1=CC=C(C=C1)COC)NC(CCS(=O)(=O)C)=O)=O N-((1R)-2-((3-fluoro-4-(trimethylsilyl)phenyl)amino)-1-(4-(methoxymethyl)phenyl)-2-oxoethyl)-3-(methylsulfonyl)propanamide